CN1C(=NC2=C(C=C(C=C2C1=O)C)C(C)NC1=CC=CC=C1)N1CCCCC1 3,6-dimethyl-8-(1-(phenylamino)ethyl)-2-(piperidin-1-yl)quinazolin-4(3H)-one